benzyl ((2S,3S)-1-((3-fluoro-2-(hydroxymethyl)phenyl)amino)-3-methyl-1-oxopentan-2-yl)carbamate FC=1C(=C(C=CC1)NC([C@H]([C@H](CC)C)NC(OCC1=CC=CC=C1)=O)=O)CO